C(C)O[C@H](CC[C@@H](C(C)C)O)[C@H]1CC[C@H]2[C@@H]3CC[C@@H]4C[C@](CC[C@@]4([C@H]3CC[C@]12C)C)(O)CC (3S,5R,8R,9S,10S,13S,14S,17S)-17-((1R,4S)-1-ethoxy-4-hydroxy-5-methylhexyl)-3-ethyl-10,13-dimethylhexadecahydro-1H-cyclopenta[a]phenanthren-3-ol